Cl.C(C)OC(COC1=C(C=CC(=C1)Cl)CN)=O 2-[2-(aminomethyl)-5-chlorophenoxy]acetic acid ethyl ester hydrochloride